N(=[N+]=[N-])[C@H]1[C@H](O[C@@H]([C@H]([C@@H]1OCC1=CC=CC=C1)OCC1=CC=CC=C1)COCC1=CC=CC=C1)O[C@@H]([C@H]([C@H](CO)OCC1=CC=CC=C1)OCC1=CC=CC=C1)COC1=CC=C(C=C1)OC 4-O-(2-azido-3,4,6-tri-O-benzyl-2-deoxy-α-D-glucopyranosyl)-2,3-di-O-benzyl-5-O-(4-methoxyphenyl)-D-ribitol